4-(difluoromethyl)-5-(4,6-dimorpholino-1,3,5-triazin-2-yl)pyrimidin-2-amine FC(C1=NC(=NC=C1C1=NC(=NC(=N1)N1CCOCC1)N1CCOCC1)N)F